1-bromo-2-(bromomethyl)-5,5-dimethyl-1-cyclohexene BrC1=C(CCC(C1)(C)C)CBr